C1(=CC=CC=C1)C(=O)CC#N 2-(phenylcarbonyl)acetonitrile